(S)-3-amino-4-(2-methylphenyl)-butyric acid N[C@H](CC(=O)O)CC1=C(C=CC=C1)C